ethyl 4-(4-aminobutanamido)-2-(3-aminoprop-1-yn-1-yl)benzoate NCCCC(=O)NC1=CC(=C(C(=O)OCC)C=C1)C#CCN